8-imino-3-tosyl-6,8-dihydro-3H-spiro[dipyrrolo[2,3-b:3',2'-d]pyridine-7,4'-piperidine]-1'-carboxylic acid tert-butyl ester C(C)(C)(C)OC(=O)N1CCC2(CC1)C(C1=C3C(=NC=C1N2)N(C=C3)S(=O)(=O)C3=CC=C(C)C=C3)=N